(2S)-2-isocyanatopropanoic acid N(=C=O)[C@H](C(=O)O)C